tert-butyl (3r,5s)-3-(3-((7-(benzylamino)-4-methyl-2,3-dioxo-1,2,3,4-tetrahydroquinoxalin-5-yl) oxy) propyl)-4,4-difluoro-5-methylpiperidine-1-carboxylate C(C1=CC=CC=C1)NC1=CC(=C2N(C(C(NC2=C1)=O)=O)C)OCCC[C@@H]1CN(C[C@@H](C1(F)F)C)C(=O)OC(C)(C)C